(R)-(7-(2-((2,3-dihydro-1H-inden-2-yl)amino)pyrimidin-5-yl)-5-oxa-2,6-diazaspiro[3.4]oct-6-en-2-yl)(4,5,6,7-tetrahydro-1H-benzo[d][1,2,3]triazol-5-yl)methanone C1C(CC2=CC=CC=C12)NC1=NC=C(C=N1)C1=NOC2(CN(C2)C(=O)[C@H]2CC3=C(NN=N3)CC2)C1